(R)-2-methyl-N-[(5S)-1'-(6-methyl-7-phenyl-pyrazolo[1,5-a]pyrazin-4-yl)-2-(triisopropylsiloxymethyl)spiro[5,7-dihydrocyclopenta[b]pyridin-6,4'-piperidin]-5-yl]propane-2-sulfinamide CC(C)(C)[S@@](=O)N[C@@H]1C=2C(=NC(=CC2)CO[Si](C(C)C)(C(C)C)C(C)C)CC12CCN(CC2)C=2C=1N(C(=C(N2)C)C2=CC=CC=C2)N=CC1